C(#N)C1=C(C=CC(=C1)C(F)(F)F)N1CCN(CC1)C1=CC=C(C=C1)C=1C(=NC=CC1)OCC 1-[2-cyano-4-(trifluoromethyl)phenyl]-4-[4-(2-ethoxypyridin-3-yl)phenyl]Piperazine